C(C)(C)(C)OC(=O)N1CCC(C(C1)C)(F)F 4,4-difluoro-5-methylpiperidine-1-carboxylic acid tert-butyl ester